C(CCCCCCCC)OC(CCCCCN(CCCCCC(=O)OCCCCCCCCC)CCCCN(CCCCCC(=O)OCCCCCCCCC)CCO)=O dinonyl-6,6'-((4-((2-hydroxyethyl)(6-(nonyloxy)-6-oxohexyl)amino)butyl)azanediyl)dihexanoate